beta-D-glucosyl-N-(tetracosanoyl)sphingosine CCCCCCCCCCCCCCCCCCCCCCCC(=O)N[C@@H](CO[C@H]1[C@@H]([C@H]([C@@H]([C@H](O1)CO)O)O)O)[C@@H](/C=C/CCCCCCCCCCCCC)O